tert-butyl 4-(3-((8-chloro-[1,2,4]triazolo[4,3-a]quinazolin-5-yl)(methyl)amino)phenyl)-3,6-dihydropyridine-1(2H)-carboxylate ClC1=CC=C2C(=NC=3N(C2=C1)C=NN3)N(C=3C=C(C=CC3)C=3CCN(CC3)C(=O)OC(C)(C)C)C